N-((S)-1-((S)-4-benzyl-4,5-dihydrooxazol-2-yl)-2-methylpropyl)-2,6-difluorobenzamide C(C1=CC=CC=C1)[C@@H]1N=C(OC1)[C@H](C(C)C)NC(C1=C(C=CC=C1F)F)=O